ClC1=CC=C(C(=O)\N=C/2\N(C(N(S2)CC2=CC=C(C=C2)Cl)=O)COP(O)(O)=O)C=C1 {(5Z)-5-[(4-chlorobenzoyl)imino]-2-[(4-chlorophenyl)methyl]-3-oxo-1,2,4-thiadiazolidin-4-yl}methyl-phosphoric acid